C1CC(N2CCCCC12)=O hexahydroindolizin-3(2H)-one